C(C)(C)(C)OC(=O)N1C(C(CC1)(N1N=C(N=N1)C=1C(=NC=CC1)NC1=CC=C(C=C1)C(F)(F)F)C)=O 3-Methyl-2-oxo-3-[5-[2-[4-(trifluoromethyl)anilino]-3-pyridinyl]tetrazol-2-yl]pyrrolidine-1-carboxylic acid tert-butyl ester